NC12[C@H](CC(CC1)(CC2)NC(=O)[C@H]2OC1=C(C(C2)=O)C=C(C=C1)Cl)O (2S)-N-[(3S)-4-amino-3-hydroxybicyclo[2.2.2]octan-1-yl]-6-chloro-4-oxo-3,4-dihydro-2H-1-benzopyran-2-carboxamide